C(CC=1OCC(N1)C)C=1OCC(N1)C 2,2'-ethylenebis(4-methyl-2-oxazoline)